4-((4-methylpyridin-2-yl)carbamoyl)benzene CC1=CC(=NC=C1)NC(=O)C1=CC=CC=C1